methyl-(2Z,4E)-5-[6-ethynyL 1-hydroxy-2,6-dimethyl-4-oxocyclohex-2-en-1-yl]-3-methylpenta-2,4-dienoate COC(\C=C(/C=C/C1(C(=CC(CC1(C)C#C)=O)C)O)\C)=O